COC(C1=CN=CC=C1NC1=CC=CC=2C=3C(CN(C12)C)=CN(N3)C)=O 4-((2,5-dimethyl-4,5-dihydro-2H-pyrazolo[4,3-c]quinolin-6-yl)amino)nicotinic acid methyl ester